BrC=1C=CC=2C(C3=CC(=CC=C3NC2C1)Br)(C)C 3,7-dibromo-9,9-dimethylacridine